O[C@@H]1[C@H](COCC1)NS(=O)(=O)C1=CC=C(C=C1)C N-((3S,4S)-4-hydroxytetrahydro-2H-pyran-3-yl)-4-methylbenzenesulfonamide